6,8-dihydroxyoctanoic acid methyl ester COC(CCCCC(CCO)O)=O